8-Cyclopentyl-N-(3-fluoro-5-(1-(5-iodopyridin-2-yl)-1H-pyrazol-4-yl)benzyl)-7H-purine-6-carboxamide C1(CCCC1)C1=NC2=NC=NC(=C2N1)C(=O)NCC1=CC(=CC(=C1)C=1C=NN(C1)C1=NC=C(C=C1)I)F